CC1=NC(=CC=C1NC(=O)[C@@H]1[C@H](CCCC1)C(=O)O)C=1N=NN(C1NC(=O)O[C@H](C)CCC)C (1S,2S)-2-((2-methyl-6-(1-methyl-5-(((((R)-pentan-2-yl)oxy)carbonyl)amino)-1H-1,2,3-triazol-4-yl)pyridin-3-yl)carbamoyl)cyclohexane-1-carboxylic acid